2,2'-dibromo-5,5'-di-tert-butylbiphenyl BrC1=C(C=C(C=C1)C(C)(C)C)C1=C(C=CC(=C1)C(C)(C)C)Br